FC=1C=C2C(=CC(=NC2=CC1)C1=CC=C(C=C1)C1=CC=C(C=C1)OCCCCCCCC)C(=O)O 6-fluoro-2-(4'-(octyloxy)-[1,1'-biphenyl]-4-yl)quinoline-4-carboxylic acid